NC(=C(C#N)C(=O)N1CCCCC1)C1=CC(=C(C(=C1)[N+](=O)[O-])O)O 3-amino-3-(3,4-dihydroxy-5-nitrophenyl)-2-(piperidine-1-carbonyl)acrylonitrile